ClC1=CN=C(S1)NS(=O)(=O)N1N=CC2=CC=CC=C12 N-(5-chlorothiazol-2-yl)-1H-indazole-1-sulfonamide